2-amino-6-cyclopropyl-7-fluoro-1-(3-fluoro-5-hydroxy-2,6-dimethyl-phenyl)pyrrolo[3,2-c]pyridine-3-carboxamide NC1=C(C=2C=NC(=C(C2N1C1=C(C(=CC(=C1C)O)F)C)F)C1CC1)C(=O)N